CC1=C(C(=O)N/N=C(\C)/C(C)C)C=CC=C1 (E)-2-methyl-N'-(3-methylbutan-2-ylidene)benzohydrazide